(6aR,8R)-2-chloro-6a-ethyl-5,6,6a,7,8,9-hexahydropyrrolo[1',2':4,5]-pyrazino[2,3-c]pyridazin-8-amine ClC=1C=C2C(=NN1)NC[C@@]1(N2C[C@@H](C1)N)CC